FC=1C=2N(C=CC1)C=NC2S(=O)(=O)N 8-fluoroimidazo[1,5-a]pyridine-sulfonamide